2-(4-((5-cyclopentyl-1H-pyrazol-3-yl)amino)-1H-pyrrolo[2,3-b]pyridin-3-yl)acetonitrile C1(CCCC1)C1=CC(=NN1)NC1=C2C(=NC=C1)NC=C2CC#N